NC=1C=C(C=CC1)[C@@H]1C2=C(N(C([C@H]1NC(C1=CC(=CC=C1)C(F)(F)F)=O)=O)CC)N(N=C2)C=2C=C(OCCCN1CCN(CC1)C(=O)OC(C)(C)C)C=CC2 tert-butyl 4-(3-(3-((4R,5S)-4-(3-aminophenyl)-7-ethyl-6-oxo-5-(3-(trifluoromethyl)benzamido)-4,5,6,7-tetrahydro-1H-pyrazolo[3,4-b]pyridin-1-yl)phenoxy)propyl)piperazine-1-carboxylate